C12(CC3CC(CC(C1)C3)C2)CN2N=CC(=C2C)C=2C(=NC(=CC2)N2CCCC3=C2N=NC(=C3C)NC=3SC2=C(N3)C=CC=C2)C(=O)OCC ethyl 3-{1-[(adamantan-1-yl)methyl]-5-methyl-1H-pyrazol-4-yl}-6-{3-[(1,3-benzothiazol-2-yl)amino]-4-methyl-5H,6H,7H,8H-pyrido[2,3-c]pyridazin-8-yl}pyridine-2-carboxylate